2-ETHYLPYRIMIDINE-5-CARBALDEHYDE C(C)C1=NC=C(C=N1)C=O